(R)-1-chloro-3-(2,6-dichloro-4-(2-(4-((R)-2-hydroxy-3-(ethylsulfonyl)propoxy)phenyl)propan-2-yl)phenoxy)propan-2-ol ClC[C@@H](COC1=C(C=C(C=C1Cl)C(C)(C)C1=CC=C(C=C1)OC[C@H](CS(=O)(=O)CC)O)Cl)O